COC=1C=C(C=CC1OC)C=1SC2=C(N1)C=C(C=C2)F 2-(3,4-dimethoxyphenyl)-5-fluorobenzo[d]thiazole